C(\C=C\C=C\C=C/CC)=O (E,E,Z)-2,4,6-nonatrienal